(2S)-2-{[(4-{3-[2-(2,2-difluoroethyl)-3-fluoroanilino]-4-oxo-4,5,6,7-tetrahydro-1H-pyrrolo[3,2-c]pyridin-2-yl}pyridin-3-yl)oxy]methyl}morpholine-4-carboxylic acid tert-butyl ester C(C)(C)(C)OC(=O)N1C[C@H](OCC1)COC=1C=NC=CC1C1=C(C=2C(NCCC2N1)=O)NC1=C(C(=CC=C1)F)CC(F)F